cyclohexanadipamide C1(CCCCC1)C(CCCC(=O)N)C(=O)N